methyl-3-fluoro-4-[(7-hydroxy-4-methyl-2-oxo-chromen-3-yl)methyl]pyridine-2-carboxylate COC(=O)C1=NC=CC(=C1F)CC=1C(OC2=CC(=CC=C2C1C)O)=O